(5aR,5bS,7aS,8S,10aS,10bR)-5a,7a-dimethyl-2-(phenylamino)-5,5a,5b,6,7,7a,8,9,10,10a,10b,11-dodecahydro-4H-cyclopenta[7,8]phenanthro[2,1-d]thiazol-8-yl acetate C(C)(=O)O[C@H]1CC[C@@H]2[C@@]1(CC[C@@H]1[C@]3(CCC=4N=C(SC4C3=CC[C@@H]21)NC2=CC=CC=C2)C)C